(3Z)-1-iodo-14,14-diheptyloxy-3-tetradecene ICC\C=C/CCCCCCCCCC(OCCCCCCC)OCCCCCCC